3-(4-fluoropyridin-2-yl)prop-2-yn-1-ol FC1=CC(=NC=C1)C#CCO